ClC=1C=C(C=CC1Cl)[C@H](C)N (S)-1-(3,4-dichlorophenyl)-ethan-1-amine